FC(C1=C(C=CC=C1)S)(F)F 2-(trifluoromethyl)thiophenol